tert-butyl 4-(methoxymethyl)-6,7-dimethyl-1,3-dihydro-2H-pyrrolo[3,4-C]pyridine-2-carboxylate COCC1=NC(=C(C2=C1CN(C2)C(=O)OC(C)(C)C)C)C